1-cyclobutyl-N-(3-(dimethylamino)propyl)-2-(quinolin-4-yl)-1H-benzo[d]imidazole-6-carboxamide C1(CCC1)N1C(=NC2=C1C=C(C=C2)C(=O)NCCCN(C)C)C2=CC=NC1=CC=CC=C21